Cl[Zn+] chlorozinc(1+)